CN1N=C(C=C1C1=CC(=NC=C1F)N1CCNCC1)C 1-(4-(1,3-dimethyl-1H-pyrazol-5-yl)-5-fluoropyridin-2-yl)piperazine